C1(=CC=CC2=CC=CC=C12)N(C1=CC(=C(C=C1)C1=C(C=C(C=C1)N(C1=CC=CC=C1)C1=CC=CC2=CC=CC=C12)C)C)C1=CC=CC=C1 N,N'-bis(1-naphthyl)-N,N'-diphenyl-2,2'-dimethyl-biphenyl-4,4'-diamine